NC1=CC(=NC(=N1)C(F)F)NC1=CC(=C(C=N1)C=1C=NN(C1)C1CN(C1)C(=O)OC(C)(C)C)OC tert-butyl 3-(4-(6-((6-amino-2-(difluoromethyl)pyrimidin-4-yl)amino)-4-methoxypyridin-3-yl)-1H-pyrazol-1-yl)azetidine-1-carboxylate